tert-butyl ([1,4'-bipiperidin]-4-ylmethyl)carbamate N1(CCC(CC1)CNC(OC(C)(C)C)=O)C1CCNCC1